FC12CC(C1)(C2)NC(O[C@H]2CO[C@H](C2)C2=CC(=NN2)NC=2C=1N(C=CN2)N=C(C1)COC)=O (3R,5R)-5-(3-((2-(methoxymethyl) pyrazolo[1,5-a]pyrazin-4-yl)amino)-1H-pyrazol-5-yl)tetrahydrofuran-3-yl (3-fluorobicyclo[1.1.1]pentan-1-yl)carbamate